CC=1C(N(C=C(C1)C(=O)OCC)C=1C=NC=C(C1)C1=CN=NN1C)=O ethyl 3-methyl-5'-(1-methyl-1H-1,2,3-triazol-5-yl)-2-oxo-2H-[1,3'-bipyridine]-5-carboxylate